lanthanum hexamethylenediamine tetramethylene phosphonate P1(OCCCCO1)=O.NCCCCCCN.[La]